N-[1-(5-Chlorothiophen-2-ylmethyl)-6-nitro-2,3-dihydro-1H-indol-5-yl]-2,2-dimethylpropionamide ClC1=CC=C(S1)CN1CCC2=CC(=C(C=C12)[N+](=O)[O-])NC(C(C)(C)C)=O